2-methoxy-6-vinyl-7-azaspiro[3.5]nonane-7-carboxylic acid tert-butyl ester C(C)(C)(C)OC(=O)N1C(CC2(CC(C2)OC)CC1)C=C